(3S)-3-({1-cyclopentyl-5-[2-(trifluoromethyl)phenyl]-1H-pyrazol-3-yl}formamido)-5-(4,4-difluoropiperidin-1-yl)pentanoic acid C1(CCCC1)N1N=C(C=C1C1=C(C=CC=C1)C(F)(F)F)C(=O)N[C@H](CC(=O)O)CCN1CCC(CC1)(F)F